2-(3-Phenylbut-3-en-1-yl)-1,2,3,4-tetrahydroquinoline C1(=CC=CC=C1)C(CCC1NC2=CC=CC=C2CC1)=C